N-(pyridin-4-yl)imidazo[1,2-a]pyridine-3-carboxamide N1=CC=C(C=C1)NC(=O)C1=CN=C2N1C=CC=C2